C(#N)C1=C(C(=O)NC2(CCC2)C2=CC=C(C=C2)C=2C=NC(=C(C2)NS(=O)(=O)C)OC)C=CC=C1 cyano-N-(1-(4-(6-methoxy-5-(methylsulfonamido)pyridin-3-yl)phenyl)cyclobutyl)benzamide